OCCNC1=NC=C(C=N1)C1=CC=C(C(=N1)OC)NC(=O)C=1C(=NOC1C)C1=CC=CC=C1 N-[6-[2-(2-Hydroxyethylamino)pyrimidin-5-yl]-2-methoxy-3-pyridyl]-5-methyl-3-phenyl-isoxazole-4-carboxamide